tert-Butyl (2S,4R)-2-((3-bromo-2,4-difluorophenyl)carbamoyl)-4-fluoropyrrolidine-1-carboxylate BrC=1C(=C(C=CC1F)NC(=O)[C@H]1N(C[C@@H](C1)F)C(=O)OC(C)(C)C)F